tert-butyl{2-[2-(2-{[6-(2,5-dioxo-2,5-dihydro-1H-pyrrol-1-yl)hexanoyl]amino}ethoxy)ethoxy]ethyl}carbamate C(C)(C)(C)OC(NCCOCCOCCNC(CCCCCN1C(C=CC1=O)=O)=O)=O